C(C)(C)C1=C(NC2=CC=C(C=C12)OC1CCNCC1)C=1C=C(C(N(C1)C)=O)C 5-(3-Isopropyl-5-(piperidin-4-yloxy)-1H-indol-2-yl)-1,3-dimethylpyridin-2(1H)-on